[N+](=[N-])=CC(CC[C@@H](C(=O)OC(C)C)NC([C@@H](OC)C1=CC=C(C=C1)F)=O)=O isopropyl (S)-6-diazo-2-((S)-2-(4-fluorophenyl)-2-methoxyacetamido)-5-oxohexanoate